(E)-1-(1H-indol-3-yl)-3-(phenylsulfanyl)prop-2-en-1-one N1C=C(C2=CC=CC=C12)C(\C=C\SC1=CC=CC=C1)=O